C(C1=CC=CC=C1)OC(=O)NC1CC(CCC1(F)F)CC=1N=C2N(N=CC(=C2)C(C(=O)[O-])CC(F)F)C1 2-[(M-benzyloxycarbonylamino(4,4-difluorocyclohexyl)methyl)imidazo[1,2-b]-pyridazin-7-yl]-4,4-difluorobutanoate